CN(C)C(C(C)O)N(C)C bis-(dimethylamino)-2-propanol